CC=1C=CC(=NC1)C1NCC(CC1)C 5-methyl-2-(5-methyl-2-piperidyl)pyridine